2-methyl-3,4-furandicarboxylic acid CC=1OC=C(C1C(=O)O)C(=O)O